3,3,4,4-tetrafluorotetrahydrothiophene FC1(CSCC1(F)F)F